FC(CN1N=CC=2C1=NC(=CN2)N2C[C@H]1C([C@H]1C2)COC2=NC=CC=C2C(F)(F)F)F (1R,5S,6S)-3-[1-(2,2-difluoroethyl)-1H-pyrazolo[3,4-b]pyrazin-6-yl]-6-({[3-(trifluoromethyl)pyridin-2-yl]oxy}methyl)-3-azabicyclo[3.1.0]hexane